3-Cyclopropyl-4-((triisopropylsilyl)ethynyl)pyrazolo[1,5-a]pyridine-5-carboxamide C1(CC1)C=1C=NN2C1C(=C(C=C2)C(=O)N)C#C[Si](C(C)C)(C(C)C)C(C)C